N-[(2-amino-3-chloroquinolin-7-yl)methyl]-5-chloro-6-cyano-N-(2-methanesulfonylpyridin-3-yl)pyridine-3-carboxamide NC1=NC2=CC(=CC=C2C=C1Cl)CN(C(=O)C=1C=NC(=C(C1)Cl)C#N)C=1C(=NC=CC1)S(=O)(=O)C